ClC1=CC(=C(C=C1)C1=NC(=CN2C1=NC1=C(C2=O)COC1)N1CC(OCC1)C=1C=NN(C1)C)F 5-(4-chloro-2-fluorophenyl)-7-(2-(1-methyl-1H-pyrazol-4-yl)morpholino)-1,3-dihydro-10H-furo[3,4-d]pyrazino[1,2-a]pyrimidin-10-one